COC1=C(CN(C2=NC(=CC3=CC(=NC=C23)NC(=O)[C@H]2[C@@H](C2)C=2C=NN(C2)C)C=2C(=CC(=NC2)C(=O)O)C)CC2=C(C=C(C=C2)OC)OC)C=CC(=C1)OC 5-(1-(bis(2,4-dimethoxybenzyl)amino)-6-((trans)-2-(1-methyl-1H-pyrazol-4-yl)cyclopropane-1-carboxamido)-2,7-naphthyridin-3-yl)-4-methylpyridine-2-carboxylic acid